N(=[N+]=[N-])C=1N=C(C2=C(N1)SC(=C2)C)NCCCC2=CC=C(C=C2)C2=CC=C(C=C2)OC(F)(F)F 2-azido-6-methyl-N-(3-(4'-(trifluoromethoxy)-[1,1'-biphenyl]-4-yl)propyl)thieno[2,3-d]pyrimidin-4-amine